2,5-difluoro-3-(2-methoxyethoxymethoxy)benzonitrile FC1=C(C#N)C=C(C=C1OCOCCOC)F